(3r,5r)-3,5-diacetoxy-1,7-bis(3,4-dihydroxyphenyl)heptaneN C(C)(=O)O[C@@H](C=CC1=CC(=C(C=C1)O)O)C[C@@H](CCC1=CC(=C(C=C1)O)O)OC(C)=O